3-methyl-4-oxo-5-pyridin-3-ylmethyl-4,5,6,7-tetrahydropyrazolo[1,5-a]pyrazine-2-carboxylic acid (5-trifluoromethyl[1,3,4]thiadiazol-2-yl)amide FC(C1=NN=C(S1)NC(=O)C1=NN2C(C(N(CC2)CC=2C=NC=CC2)=O)=C1C)(F)F